2,7-dibromo-1,3,6,8(2H,7H)-pyrenetetrone BrC1C(C2=CC=C3C(C(C(C4=CC=C(C1=O)C2=C43)=O)Br)=O)=O